1,2,4,5-tetrapyridylbenzene N1=C(C=CC=C1)C1=C(C=C(C(=C1)C1=NC=CC=C1)C1=NC=CC=C1)C1=NC=CC=C1